NC1=C(C=C(N=N1)C1=C(C=CC=C1)O)N1CC2CCC(C1)N2C2=CC(=NC=C2)C#CCN2CC1(CCC1)CC2 2-[6-amino-5-[8-[2-[3-(6-azaspiro[3.4]oct-6-yl)prop-1-ynyl]-4-pyridinyl]-3,8-diazabicyclo[3.2.1]oct-3-yl]pyridazin-3-yl]phenol